NC=1C=CC(=NC1)N1N=C(C(=C1)C1=CN=C(N1C)C(=O)NC1=CC(=C(C=C1)C(NCC1=NNC=C1)=O)Cl)C(F)(F)F 5-[1-(5-amino-2-pyridyl)-3-(trifluoromethyl)pyrazol-4-yl]-N-[3-chloro-4-(1H-pyrazol-3-ylmethylcarbamoyl)phenyl]-1-methyl-imidazole-2-carboxamide